C(C)(C)(C)OC(NC=1C(=C(C=C2C=C(N=CC12)NC(=O)C1C2CCCC(C12)O)C=1C=NC=CC1C)F)=O exo-(7-fluoro-3-(2-hydroxy-bicyclo[4.1.0]heptane-7-carboxamido)-6-(4-methylpyridin-3-yl)isoquinolin-8-yl)carbamic acid tert-butyl ester